(2R)-1-[9-bromo-8-methoxy-1-(2-thienyl)-5,6-dihydropyrrolo[2,1-a]isoquinoline-3-carbonyl]-2-methyl-pyrrolidine-2-carbonitrile BrC1=C(C=C2CCN3C(C2=C1)=C(C=C3C(=O)N3[C@](CCC3)(C#N)C)C=3SC=CC3)OC